NC[C@@H]1CN(CC1)C=1N(C(C2=C(N1)NC=C2C2=C(C1=CN(N=C1C=C2)C)Cl)=O)C (R)-2-(3-(amino-methyl)pyrrolidin-1-yl)-5-(4-chloro-2-methyl-2H-indazol-5-yl)-3-methyl-3,7-dihydro-4H-pyrrolo[2,3-d]pyrimidin-4-one